C(C)(C)(C)N(C([O-])=O)C1CC2=CC(=CC(=C2C1)Cl)Cl.[O-]C(=O)C(F)(F)F.FC(C(=O)[O-])(F)F.C1C(=CC2=CC=CC=C12)[NH3+].C1C(=CC2=CC=CC=C12)[NH3+].C1C(=CC2=CC=CC=C12)[NH3+] inden-2-aminium 2,2,2-trifluoroacetate TFA salt tert-butyl-(4,6-dichloro-2,3-dihydro-1H-inden-2-yl)carbamate